FC=1C(=CC2=C(N(C(=N2)OC)C(=O)NCC#CC(C)C)C1)N1CCOCC1 6-fluoro-2-methoxy-N-(4-methylpent-2-yn-1-yl)-5-morpholino-1H-benzo[d]imidazole-1-carboxamide